BrC=1C=CC=C(C1)[Se]C(=CCC)[Se]C1=CC=CC=C1 5-bromo-1,1-diphenylseleno-1-butene